O1CCN(CC1)CCS(=O)(=O)O 2-morpholinoethane-1-sulfonic acid